1-(2-methoxyethyl)-N-methylpiperidin-4-amine COCCN1CCC(CC1)NC